8-(3-(pyrrolidin-1-ylmethyl)benzyl)-4-amino-2-butoxy-7,8-dihydropteridin-6(5H)-one N1(CCCC1)CC=1C=C(CN2CC(NC=3C(=NC(=NC23)OCCCC)N)=O)C=CC1